(S)-4-(methyl-(1H-pyrrolo[2,3-b]pyridin-6-yl)carbamoyl)-3-(6-methyl-4-(trifluoromethyl)pyridin-2-yl)-2-oxoimidazolidine-1-carboxylic acid tert-butyl ester C(C)(C)(C)OC(=O)N1C(N([C@@H](C1)C(N(C1=CC=C2C(=N1)NC=C2)C)=O)C2=NC(=CC(=C2)C(F)(F)F)C)=O